CC1=CC=NC=C1C(=O)O 4-methylnicotinic acid